[Mn].[Cu].[O] oxygen copper manganese